FC(C1=CC(=NC=C1C1=NC(=NC(=N1)N1CCOCC1)N1CCNCC1)N)F 4-(difluoromethyl)-5-(4-morpholino-6-(piperazin-1-yl)-1,3,5-triazin-2-yl)pyridine-2-amine